N1CCC=C1 2,3-dihydropyrrole